2,6-bis(tert-butyl)-4-methylpyridine C(C)(C)(C)C1=NC(=CC(=C1)C)C(C)(C)C